6-chloro-1-(3-cyclopropyl-1H-pyrazol-4-yl)-7-(2-fluoro-6-hydroxyphenyl)-4-((2S)-2-methyl-4-(2-propenoyl)-1-piperazinyl)pyrido[2,3-d]pyrimidin-2(1H)-one ClC1=CC2=C(N(C(N=C2N2[C@H](CN(CC2)C(C=C)=O)C)=O)C=2C(=NNC2)C2CC2)N=C1C1=C(C=CC=C1O)F